NC1=C([N+](=CC2=C(C(=CC=C12)F)C=1C(=NC=CC1)F)[O-])C(NCCC)=O 4-amino-7-fluoro-8-(2-fluoropyridin-3-yl)-3-(propylcarbamoyl)isoquinoline 2-oxide